NC1=CC=C(C(=C1C(=O)N(C)C)F)C=1C(=C2C(=NC1)NCC21CC(CC1)(C)O)Cl 6-Amino-3-(4'-chloro-3-hydroxy-3-methyl-1',2'-dihydrospiro[cyclopentane-1,3'-pyrrolo[2,3-b]pyridin]-5'-yl)-2-fluoro-N,N-dimethylbenzamide